FC1=C(C=C(C=C1)C=1C=C2C(=NC1)N(C(N2C[C@@H]2OCC2)=O)C)C |r| (R/S)-6-(4-fluoro-3-methyl-phenyl)-3-methyl-1-(oxetan-2-ylmethyl)imidazo[4,5-b]pyridin-2-one